(((1R,2R)-2-((S,E)-1-hydroxyhex-2-en-1-yl)cyclobutyl)methyl)-3',4,4',5-tetrahydro-2H,2'H-spiro[benzo[b][1,4]oxazepine-3,1'-naphthalene]-7-carboxylic acid O[C@@H](\C=C\CCC)[C@H]1[C@H](CC1)CC1C2(C3=CC=CC=C3CC1)CNC1=C(OC2)C=CC(=C1)C(=O)O